2-(2-bromobenzyl)-4,6-dimethyl-N-(2-morpholinoethyl)aniline BrC1=C(CC2=C(NCCN3CCOCC3)C(=CC(=C2)C)C)C=CC=C1